COC1(COC1)C1=CC=C(C=C1)C(=O)N1CCN(CCC1)C1=CC=C(C=C1)C(F)(F)F (4-(3-Methyloxyoxetan-3-yl)phenyl)(4-(4-(trifluoromethyl)phenyl)-1,4-diazepan-1-yl)methanone